BrC1=C(CCC2=NC=3N(C(N(C(C3N2CC)=O)CC#C)=O)CCCCCP(O)(O)=O)C=CC=C1 (5-(8-(2-Bromophenethyl)-7-ethyl-2,6-dioxo-1-(prop-2-yn-1-yl)-1,2,6,7-tetrahydro-3H-purin-3-yl)pentyl)phosphonic acid